L-2-(tert-butyl)glycine C(C)(C)(C)[C@H](N)C(=O)O